2-bromo-benzo[d]thiazole-7-carboxylic acid BrC=1SC2=C(N1)C=CC=C2C(=O)O